sodium (2-fluoro-6-formyl-4-((5-(3-(pyrrolidin-1-yl)phenyl)thiazol-2-yl)carbamoyl)phenoxy)methyl phosphate P(=O)(OCOC1=C(C=C(C=C1C=O)C(NC=1SC(=CN1)C1=CC(=CC=C1)N1CCCC1)=O)F)([O-])[O-].[Na+].[Na+]